N=1C=C(N2C1C=CC=C2)C=2C=C(C=CC2OC2=CC=C(C=C2)C(F)(F)F)S(=O)(=O)NC 3-(imidazo[1,2-a]pyridin-3-yl)-N-methyl-4-[4-(trifluoromethyl)phenoxy]benzene-1-sulfonamide